OCC1=CC(N(N1C)C)=O 5-(hydroxymethyl)-1,2-dimethylpyrazol-3-one